O=C1N(C(C2=CC=CC=C12)=O)C(=O)N.[K] potassium 1,3-dioxoisoindoline-2-amide